CC1(OB(OC1(C)C)C1=CC=CC2=NSC=C21)C 4-(4,4,5,5-tetramethyl-1,3,2-dioxaborolan-2-yl)benzo[c]isothiazole